O=C1NC(CCC1N1C(C2=CC=C(C=C2C1=O)NCCC[C@@H]1C[C@H](C1)N1N=CC(=C1)C1=NC(=NC=C1)N1CCOCC1)=O)=O 2-(2,6-dioxopiperidin-3-yl)-5-((3-(trans-3-(4-(2-morpholinopyrimidin-4-yl)-1H-pyrazol-1-yl)cyclobutyl)propyl)amino)isoindoline-1,3-dione